CN1CCN(CC1)CC(=O)NC1=NC=CC(=C1)OC=1C=C2CC(COC2=CC1)C=1N(C=C(N1)C1=CC=CC=C1)COCC[Si](C)(C)C (4-methylpiperazin-1-yl)-N-[4-[3-[4-phenyl-1-(2-trimethylsilylethoxymethyl)imidazol-2-yl]chroman-6-yl]oxy-2-pyridinyl]acetamide